OCCN1CCN(CC1)CCS(=O)(=O)O 2-(4-N-[2-hydroxyethyl]piperazin-1-yl)ethanesulfonic acid